t-butyl 2,5-dichloro-3-pyrroline-1-carboxylate ClC1N(C(C=C1)Cl)C(=O)OC(C)(C)C